COC1=CC=C(C=C1)C(=CN(C1=CC=2C(C3=CC(=CC=C3C2C=C1)N(C=C(C1=CC=C(C=C1)OC)C1=CC=C(C=C1)OC)C=C(C1=CC=C(C=C1)OC)C1=CC=C(C=C1)OC)(CCCCCC)CCCCCC)C=C(C1=CC=C(C=C1)OC)C1=CC=C(C=C1)OC)C1=CC=C(C=C1)OC N2,N2,N7,N7-tetrakis[2,2-bis(4-methoxyphenyl)vinyl]-9,9-dihexyl-9H-fluorene-2,7-diamine